C(C)N1N=CC=C1C(=O)NC1CCC(CC1)NC1=CC=CC2=C1C=C(S2)C(F)(F)F 1-ethyl-N-[(1s,4s)-4-{[2-(trifluoromethyl)-1-benzothiophen-4-yl]amino}cyclohexyl]-1H-pyrazole-5-carboxamide